NC1=C(C=C(C=N1)C=1C=C2N(N1)CC[C@]21CN(CC1)C(=O)NC(C)(C)C1=NC=CC=C1)OC(F)(F)F (3R)-2'-[6-amino-5-(trifluoromethoxy)pyridin-3-yl]-N-[2-(pyridin-2-yl)propan-2-yl]-5',6'-dihydrospiro[pyrrolidine-3,4'-pyrrolo[1,2-b]pyrazole]-1-carboxamide